C(C)OC(C)OC1CC(C1)OCC1=CC=CC=C1 {[3-(1-ethoxyethoxy)cyclobutoxy]methyl}benzene